tert-butyl N-[1-[7-[(2-amino-3-chloro-4-pyridyl)sulfanyl]-6-methyl-1-(2-trimethylsilylethoxymethyl) pyrazolo[4,3-c]pyridin-4-yl]-4-methyl-4-piperidyl]carbamate NC1=NC=CC(=C1Cl)SC=1C2=C(C(=NC1C)N1CCC(CC1)(C)NC(OC(C)(C)C)=O)C=NN2COCC[Si](C)(C)C